1-(3'-acetyl-6-(1,3,5-trimethyl-1H-pyrazol-4-yl)-[1,1'-biphenyl]-3-yl)-5-cyclopropyl-N-(pyridin-4-yl)-1H-1,2,3-triazole-4-carboxamide C(C)(=O)C=1C=C(C=CC1)C1=CC(=CC=C1C=1C(=NN(C1C)C)C)N1N=NC(=C1C1CC1)C(=O)NC1=CC=NC=C1